COP(=O)(OC)[O-].OC1=CC=C(C=C1)[S+](C)C 4-Hydroxyphenyldimethylsulfonium dimethylphosphate